NCCN([C@@H](C(=O)OC)CC1=CNC2=CC=CC=C12)C(=O)OCC1=CC=CC=C1 methyl (2R)-2-[2-aminoethyl(benzyloxycarbonyl)amino]-3-(1H-indol-3-yl)propanoate